FC1=C(CN2C(NC3=C(C2=O)CN(CC3)C(=O)OCC3=CC=CC=C3)=O)C=CC(=C1)F 3-(2,4-difluorobenzyl)-6-benzyloxycarbonyl-5,6,7,8-tetrahydropyrido[4,3-d]pyrimidine-2,4(1H,3H)-dione